bis[2,4-di-tert-butyl-phenyl]pentaerythritol diphosphite OP(O)OP(O)O.C(C)(C)(C)C1=C(C=CC(=C1)C(C)(C)C)C(O)(C(CO)(CO)CO)C1=C(C=C(C=C1)C(C)(C)C)C(C)(C)C